ClC=1C(=C(C(=CC1)OC)C1=CC(=NC=C1C(=O)NC=1SC(=NN1)C(C([2H])([2H])O)(F)F)C)F 4-(3-Chloro-2-fluoro-6-methoxyphenyl)-N-(5-(1,1-difluoro-2-hydroxyethyl-2,2-d2)-1,3,4-thiadiazol-2-yl)-6-methylnicotinamide